3-{3-[4-(1,4-diazepan-1-yl)phenyl]-1,2-oxazol-5-yl}-5-fluoro-6-(2-methoxyethoxy)-1H-indazole N1(CCNCCC1)C1=CC=C(C=C1)C1=NOC(=C1)C1=NNC2=CC(=C(C=C12)F)OCCOC